[O-]CCCC.[Ti+4].[O-]CCCC.[O-]CCCC.[O-]CCCC Titanium(IV) butoxid